C(CCC)OP(OCCCC)(OCCCC)(OCCCC)OCCCC penta(n-butyloxy)phosphorane